C(C)(C)C1=CC=C(C=C1)N1N=C(N=C1)C(=O)NC 1-(4-isopropylphenyl)-N-methyl-1H-1,2,4-triazole-3-carboxamide